trans-4-hydroxymethyl-2-methyl-1,3-dioxolan OC[C@H]1O[C@@H](OC1)C